NC1=C2N=CN(C2=NC(=N1)Cl)[C@H]1[C@@H]([C@@H]([C@H](O1)CO[C@@H](C(=O)O)C1=NN=NN1)O)O (R)-2-(((2R,3S,4R,5R)-5-(6-amino-2-chloro-9H-purin-9-yl)-3,4-dihydroxytetrahydro-furan-2-yl)methoxy)-2-(1H-tetrazol-5-yl)acetic acid